2-bromo-6-ethyl-7-(piperazin-1-yl)pyrido[2,3-b]pyrazin-8(5H)-one trifluoroacetate FC(C(=O)O)(F)F.BrC=1N=C2C(=NC1)NC(=C(C2=O)N2CCNCC2)CC